COC([C@@H](CC1=CC=C(C=C1)NC([C@H](C1CCCCC1)NC(=O)OCC1=CC=CC=C1)=O)NC(CC)=O)=O (R)-3-(4-((S)-2-(benzyloxycarbonylamino)-2-cyclohexylacetamido)phenyl)-2-propanamido-propionic acid methyl ester